1-(2-((1S,4aS,4bR,6aS,8R,11aS,11bS,13aS)-8-hydroxy-8,11a,13a-trimethyloctadecahydro-1H-cyclohepta[a]phenanthren-1-yl)-2-oxoethyl)-1H-pyrrole-3-carbonitrile O[C@]1(C[C@H]2[C@@]([C@H]3CC[C@@]4([C@H](CCC[C@H]4[C@@H]3CC2)C(CN2C=C(C=C2)C#N)=O)C)(CCC1)C)C